5-[(1-Hydroxy-3-methoxypropan-2-yl)amino]-4-(trifluoromethyl)-2-[[2-(trimethylsilyl)ethoxy]methyl]-2,3-dihydropyridazin-3-one OCC(COC)NC1=C(C(N(N=C1)COCC[Si](C)(C)C)=O)C(F)(F)F